C(CCCCC)C1=CC(=CC(=N1)CC)CC 6-hexyl-2,4-diethylpyridine